2-fluoro-4-(6-(((1S,2S,3R,5R)-2-fluoro-8-azabicyclo[3.2.1]octan-3-yl)(methyl)amino)pyridazin-3-yl)-5-hydroxy-N,N-dimethylbenzamide FC1=C(C(=O)N(C)C)C=C(C(=C1)C=1N=NC(=CC1)N(C)[C@H]1[C@H]([C@@H]2CC[C@H](C1)N2)F)O